(1s,5s)-1-cyano-N-{cis-3-[methyl-(7H-pyrrolo[2,3-d]pyrimidin-4-yl)amino]cyclobutyl}-3-azabicyclo[3.1.0]hexane-3-sulfonamide C(#N)[C@@]12CN(C[C@H]2C1)S(=O)(=O)N[C@@H]1C[C@@H](C1)N(C=1C2=C(N=CN1)NC=C2)C